C12N(CC(NC1)CC2)C=2C1=C(N=C(N2)OC([2H])([2H])C2(CC2)CN2CCCC2)C(=C(N=C1)C1=CC(=CC2=CC=C(C(=C12)C#C)F)O)F 4-(4-(2,5-Diazabicyclo[2.2.2]octan-2-yl)-8-fluoro-2-((1-(pyrrolidin-1-ylmethyl)cyclopropyl)methoxy-d2)pyrido[4,3-d]pyrimidin-7-yl)-5-ethynyl-6-fluoronaphthalen-2-ol